C(C)OC(=O)C1=NN(C=C1CO)C (hydroxymethyl)-1-methyl-1H-pyrazole-3-carboxylic acid ethyl ester